FS(C1=CC2=C(N=C([Se]2)N)C=C1)(F)(F)(F)F 6-(pentafluoro-λ6-sulfaneyl)benzo[d][1,3]selenazol-2-amine